CC(C)C(=O)C1=C(C(=C(C(C1=O)(CC=C(C)C)CC=C(C)C)O)CC=C(C)C)[O-] The molecule is a beta-bitter acid(1-) that is the conjugate base of colupulone, obtained by deprotonation of one of the enolic hydroxy groups. It is the major microspecies at pH 7.3 (according to Marvin v 6.2.0.). It is a conjugate base of a colupulone.